(R)-2-((2-(3,4-dimethoxyphenyl)-3-isopropyl-1H-indol-5-yl)oxy)-N-(piperidin-3-yl)acetamide COC=1C=C(C=CC1OC)C=1NC2=CC=C(C=C2C1C(C)C)OCC(=O)N[C@H]1CNCCC1